NC1CC(CCC1)N1CCN(CC1)C(C)=O 1-[4-(3-aminocyclohexyl)piperazin-1-yl]Ethan-1-one